C1(=CC=CC=C1)N1N=CC(=C1)C#C[Si](C)(C)C 1-phenyl-4-((trimethylsilyl)ethynyl)-1H-pyrazole